CNCCC(OC=1C=C(C(=O)NCC2=NC=CC=C2)C=CC1)C=1SC=CC1 3-(3-(methylamino)-1-(thiophen-2-yl)propoxy)-N-(pyridin-2-ylmethyl)benzamide